NC1=CC2=C(N(C([C@H](O2)C)=O)CC2=CC(=CC=C2)C)C=C1 (2R)-7-amino-2-methyl-4-[(3-methylphenyl)methyl]-2H-1,4-benzoxazin-3-one